C(#N)C1=CC=C(C=C1)C1=CC=C(C=C1)CCCCCCC 4-cyano-4'-heptylbiphenyl